[Na].[Ca].[Al].[Ca] calcium aluminum calcium sodium